3-(4-(4-(2-(3-((dimethylamino)methyl)phenyl)-1H-pyrrolo[2,3-b]pyridin-4-yl)-1-ethyl-1H-pyrazol-3-yl)phenyl)-1,1-dimethylurea CN(C)CC=1C=C(C=CC1)C1=CC=2C(=NC=CC2C=2C(=NN(C2)CC)C2=CC=C(C=C2)NC(N(C)C)=O)N1